(4-(3-chloro-4-(1-(5-fluoropyridin-2-yl)2-hydroxyethoxy-2,2-d2)pyrazolo[1,5-a]pyridin-6-yl)-5-methyl-1H-1,2,3-triazol-1-yl)piperidine-1-carbonitrile ClC=1C=NN2C1C(=CC(=C2)C=2N=NN(C2C)C2N(CCCC2)C#N)OC(C([2H])([2H])O)C2=NC=C(C=C2)F